C(C1=CC=CC=C1)N1CCC2(CC1)C1=C(OC2)C=2COC(C2C=C1)=O 1'-Benzyl-2H-spiro[benzo[2,1-b:3,4-c']difuran-3,4'-piperidin]-6(8H)-one